C(C)(C)(C)OC(=O)N1CC2(C1)CC(C2)N2C(CC(C2)C2=C(C(=CC=C2OCOCC[Si](C)(C)C)Cl)Cl)=O 6-(4-(2,3-dichloro-6-((2-(trimethylsilyl)ethoxy)methoxy)phenyl)-2-oxopyrrolidin-1-yl)-2-azaspiro[3.3]heptane-2-carboxylic acid tert-butyl ester